C(C)(C)(C)OC(=O)N1CCC(CC1)(F)C=1OC2=C(N1)C=CC=C2 4-(1,3-Benzooxazol-2-yl)-4-fluoropiperidine-1-carboxylic acid tert-butyl ester